[2H]C=1C(=NC=CC1NC(=O)[C@@H]1O[C@]([C@@H]([C@H]1C1=C(C(=C(C=C1)F)F)OC)C)(C(F)(F)F)C)C(=O)N 3-Deuterio-4-[[(2R,3S,4R,5R)-3-(3,4-difluoro-2-methoxyphenyl)-4,5-dimethyl-5-(trifluoromethyl)tetrahydrofuran-2-carbonyl]amino]pyridin-2-carboxamid